P(=O)(OCOC1=CC=C(C=C1)C1=COC2=CC(=CC(=C2C1=O)O)O)(O)O (4-(5,7-dihydroxy-4-oxo-4H-chromen-3-yl)phenoxy)-methyl dihydrogen phosphate